COC=1C=C(C=C(C1OC)OC)C1=NC2=CC=CC=C2C(=C1)C(=O)O (3,4,5-trimethoxyphenyl)-4-quinolinecarboxylic acid